(4-(Morpholinesulfonyl)phenyl)boronic acid N1(CCOCC1)S(=O)(=O)C1=CC=C(C=C1)B(O)O